2',5-dichloro-N-(5-cyano-6-cyclopropoxypyridin-3-yl)-2,4'-difluoro-[1,1'-biphenyl]-4-carboxamide ClC1=C(C=CC(=C1)F)C1=C(C=C(C(=C1)Cl)C(=O)NC=1C=NC(=C(C1)C#N)OC1CC1)F